tert-butyl (2-((5-dodecylbenzo[d]oxazol-2-yl)amino)ethyl)carbamate C(CCCCCCCCCCC)C=1C=CC2=C(N=C(O2)NCCNC(OC(C)(C)C)=O)C1